N'-hydroxynicotinimidamide ON=C(C1=CN=CC=C1)N